SCC(CSCCSCCSCCS)(S)CS bis(mercaptomethyl)-3,6,9-trithia-1,11-undecanedithiol